4-[1-[4-(3-hydroxyphenyl)phenyl]ethyl]piperazin OC=1C=C(C=CC1)C1=CC=C(C=C1)C(C)N1CCNCC1